tri-sodium orthophosphate P(=O)([O-])([O-])[O-].[Na+].[Na+].[Na+]